8-(4-methoxyphenyl)-1,4-dioxaspiro[4.5]decane-8-ol COC1=CC=C(C=C1)C1(CCC2(OCCO2)CC1)O